C1(CC1)N1[C@H]([C@@H](CC1)NS(=O)(=O)C1=CC=C(C=C1)OC(F)(F)F)C1=CC(=C(C=C1)F)F |r| Racemic-N-((2S,3R)-1-cyclopropyl-2-(3,4-difluorophenyl)pyrrolidin-3-yl)-4-(trifluoromethoxy)benzenesulfonamide